NC1=NN2C(C=C(C=C2)C=2C(=NC(=C(C(=O)NCC3=C(C(=CC(=C3)F)F)OC3CC(OC(C3)C)C)C2)OC)C)=N1 5-(2-amino-[1,2,4]triazolo[1,5-a]pyridin-7-yl)-N-(2-((2,6-dimethyltetrahydro-2H-pyran-4-yl)oxy)-3,5-difluorobenzyl)-2-methoxy-6-methylnicotinamide